C(C)N(CCOC1=C(C=C(C=O)C=C1)OC)CC 4-[2-(diethylamino)ethoxy]-3-methoxybenzaldehyde